((4-(5-methyl-2-oxopyridin-1(2H)-yl) phenoxy) (phenyl) thiophosphoryl)-L-alaninate CC=1C=CC(N(C1)C1=CC=C(OP(=S)(C2=CC=CC=C2)N[C@@H](C)C(=O)[O-])C=C1)=O